ClC1=C(C=2N(C=C1)C=NC2C(=O)NCC=2N=NN(C2)CC=2N=C1N(C=C(C=C1)C1CC1)C2)F 7-chloro-N-((1-((6-cyclopropylimidazo[1,2-a]pyridin-2-yl)methyl)-1H-1,2,3-triazol-4-yl)methyl)-8-fluoroimidazo[1,5-a]pyridine-1-carboxamide